C(C)(C)(C)OC(=O)O[C@@H]1[C@H]([C@H](N(C1)C(=O)OCCCC)CC1=CC=C(C=C1)OC)OC(CN1CC=2N(CC1)C=CN2)=O butyl (2R,3S,4S)-4-[(tert-butoxycarbonyl) oxy]-3-[(2-{5H,6H,8H-imidazo[1,2-a]pyrazin-7-yl}acetyl)oxy]-2-[(4-methoxyphenyl) methyl]pyrrolidine-1-carboxylate